1-(4-(benzo[b]thiophen-3-yl)-5-benzoyl-2,6-dimethyl-1,4-dihydropyridin-3-yl)ethan-1-one S1C2=C(C(=C1)C1C(=C(NC(=C1C(C1=CC=CC=C1)=O)C)C)C(C)=O)C=CC=C2